FC(C1CC2(C1)C[C@H](N(CC2)CC2=C1C=CNC1=C(C=C2OC)C)C2=CC=C(C(=O)NCC(=O)O)C=C2)F (4-((2R,4s,6S)-2-(difluoromethyl)-7-((5-methoxy-7-methyl-1H-indol-4-yl)methyl)-7-azaspiro[3.5]nonan-6-yl)benzoyl)glycine